4-(difluoromethoxy)-3-fluoro-5-[(trimethylsilyl)ethynyl]benzoic acid methyl ester COC(C1=CC(=C(C(=C1)C#C[Si](C)(C)C)OC(F)F)F)=O